methyl (1R,2S,5S)-3-[(2S)-2-[(3-hydroxycyclobutanecarbonyl)amino]-3,3-dimethyl-butanoyl]-6,6-dimethyl-3-azabicyclo[3.1.0]hexane-2-carboxylate OC1CC(C1)C(=O)N[C@H](C(=O)N1[C@@H]([C@H]2C([C@H]2C1)(C)C)C(=O)OC)C(C)(C)C